(3-Cyano-5-(3-(4-(trifluoromethyl)phenoxy)pyrazin-2-yl)pyridin-2-yl)methanesulfonamide C(#N)C=1C(=NC=C(C1)C1=NC=CN=C1OC1=CC=C(C=C1)C(F)(F)F)CS(=O)(=O)N